methyl (2R)-2-hydrazinopropionate hydrochloride Cl.N(N)[C@@H](C(=O)OC)C